OC(C)(C)[C@@H]1[C@]2(C)[C@@H](CC1)[C@@H]1CC=C3C[C@H](CC[C@]3(C)[C@H]1CC2)O 17β-(1-hydroxy-1-methyl-ethyl)androsta-5-en-3β-ol